NC1=C(C(=O)Cl)C=C(C=C1Cl)Cl 2-amino-3,5-dichlorobenzoyl chloride